ClC1=C(C(=O)OC)C(=C(C=N1)[N+](=O)[O-])C methyl 2-chloro-4-methyl-5-nitronicotinate